3-ethoxyacrylamide C(C)OC=CC(=O)N